FC(C1=CC=C(C=C1)N1CC2N(C=3C=CC=CC13)CCC(C2)C#N)(F)F 5-(4-(trifluoromethyl)phenyl)-6,6a,7,8,9,10-hexahydro-5H-pyrido[1,2-a]quinoxaline-8-carbonitrile